[Ti+4].C[N-]C.C[N-]C.C[N-]C.C[N-]C Tetradimethylamide Titanium